3-((3-(5-chloro-1-methyl-3-(trifluoromethyl)-1H-pyrazol-4-yl)allyl)sulfonyl)-5,5-dimethyl-4,5-dihydroisoxazole ClC1=C(C(=NN1C)C(F)(F)F)C=CCS(=O)(=O)C1=NOC(C1)(C)C